Tert-butyl 7-(((tert-butyldiphenylsilyl)oxy)methyl)-4-azaspiro[2.5]octane-4-carboxylate [Si](C1=CC=CC=C1)(C1=CC=CC=C1)(C(C)(C)C)OCC1CCN(C2(CC2)C1)C(=O)OC(C)(C)C